1-[[7-[6-chloro-1-(1-methyl-4-piperidyl)-3,4-dihydro-2H-quinolin-8-yl]thieno[3,2-b]pyridin-2-yl]methyl]pyrrolidine-2,5-dione ClC=1C=C2CCCN(C2=C(C1)C1=C2C(=NC=C1)C=C(S2)CN2C(CCC2=O)=O)C2CCN(CC2)C